OCCC1CCC(N1)=O 5-hydroxyethyl-2-pyrrolidone